B(O)([O-])[O-] The molecule is a borate ion. It is a conjugate base of a dihydrogenborate. It is a conjugate acid of a borate.